4-((2R,4S)-2-(2-(trifluoromethoxy)ethyl)-4-(4-(trifluoromethyl)phenoxy)pyrrolidin-1-yl)benzoic acid FC(OCC[C@H]1N(C[C@H](C1)OC1=CC=C(C=C1)C(F)(F)F)C1=CC=C(C(=O)O)C=C1)(F)F